ClC=1C(=CC2=C([C@@H]([C@](O2)(C2=CC=CC=C2)CN(C(OCCCC)=O)C)COC)C1C1=C(C(=CC=C1C#N)OC)F)F butyl (((2S,3R,4S)-5-chloro-4-(6-cyano-2-fluoro-3-methoxyphenyl)-6-fluoro-3-(methoxymethyl)-2-phenyl-2,3-dihydrobenzofuran-2-yl)methyl)(methyl)carbamate